FCCOC=1C(=NC(=NC1OC)NS(=O)(=O)C1=CNC(=C1)C1=NC=CC=C1)OC N-[5-(2-fluoroethoxy)-4,6-dimethoxy-pyrimidin-2-yl]-5-(2-pyridyl)-1H-pyrrole-3-sulfonamide